C(C1=CC=CC=C1)(=O)OCC(CCCC)CC 2-ethylhexyl benzoate